1,6-hexanediol didecanoate C(CCCCCCCCC)(=O)OCCCCCCOC(CCCCCCCCC)=O